3-(trifluoromethyl)cyclobutane FC(C1CCC1)(F)F